N-acetylglucosamine 3,6-diacetate C(C)(=O)O[C@@H]1[C@H](C(O)O[C@@H]([C@H]1O)COC(C)=O)NC(C)=O